CC[C@H]1C(=O)N(CC(=O)N([C@H](C(=O)N[C@H](C(=O)N([C@H](C(=O)N[C@H](C(=O)N[C@@H](C(=O)N([C@H](C(=O)N([C@H](C(=O)N([C@H](C(=O)N([C@H](C(=O)N1)[C@@H]([C@H](C)C/C=C/CO)O)C)C(C)C)C)CC(C)C)C)CC(C)(C)O)C)C)C)CC(C)C)C)C(C)C)CC(C)C)C)C The molecule is a cyclosporin A derivative that is cyclosporin A in which residue 1 [(2S,3R,4R,6E)-3-hydroxy-4-methyl-2-(methylamino)oct-6-enoic acid] has undergone allylic oxidation to give the corresponding primary allylic alcohol, and in which residue 9 (N-methylleucine) has undergone oxidation so as to introduce a hydroxy group at the carbon bearing the two methyl groups. It has a role as a drug metabolite. It is a cyclosporin A derivative, a tertiary alcohol and a primary allylic alcohol. It derives from a cyclosporin A metabolite M1 and a cyclosporin A metabolite M17.